N(=[N+]=[N-])CC(=O)N[C@@H]1C(OC(C)=O)O[C@@H]([C@H]([C@@H]1OC(C)=O)OC(C)=O)COP(=O)(OC1=CC=CC=C1)N[C@@H](C)C(=O)OCCCCC acetyl 2-(2-azidoacetylamino)-2-deoxy-3,4-di-O-acetyl-6-O-(((S)-1-pentoxy-carbonylethylamino) (phenoxy) phosphoryl)-D-mannopyranoside